2-(4-(8-((4-(4-((1R,5S,6r)-3-azabicyclo[3.1.0]hexane-6-carbonyl)piperazine-1-carbonyl)-3-chlorophenyl)amino)imidazo[1,2-a]pyrazin-3-yl)-3-(trifluoromethyl)-1H-pyrazol-1-yl)acetonitrile [C@H]12CNC[C@@H]2C1C(=O)N1CCN(CC1)C(=O)C1=C(C=C(C=C1)NC=1C=2N(C=CN1)C(=CN2)C=2C(=NN(C2)CC#N)C(F)(F)F)Cl